FC(C(=O)O)(F)F.NCC(CC=1N(C(NN1)=O)CC=1SC(=CC1)C=1C=NC(=NC1)N)=C(F)F [2-(aminomethyl)-3,3-difluoro-allyl]-4-[[5-(2-aminopyrimidin-5-yl)-2-thienyl]methyl]-1,2,4-triazol-3-one trifluoroacetate salt